N-(2-methoxy-4-(1-methyl-1H-pyrazol-4-yl)phenyl)-8-(2-oxa-6-azaspiro[3.4]octan-6-yl)pyrido[3,4-d]pyrimidin-2-amine COC1=C(C=CC(=C1)C=1C=NN(C1)C)NC=1N=CC2=C(N1)C(=NC=C2)N2CC1(COC1)CC2